C(C(=C)C)(=O)OCCCCCCCCCCCC[Si](OCC)(OCC)C 12-methacryloxydodecylmethyldiethoxysilane